N-[(1R,3S)-3-{[6-chloro-2-(trifluoromethyl)quinolin-4-yl]amino}cyclohexyl]-1-(2-fluoro-2-methylpropyl)-3-methyl-1H-pyrazole-4-carboxamide ClC=1C=C2C(=CC(=NC2=CC1)C(F)(F)F)N[C@@H]1C[C@@H](CCC1)NC(=O)C=1C(=NN(C1)CC(C)(C)F)C